boron-niobium [Nb].[B]